(+/-)-2-((trans)-2-(1-benzyl-5-(methylcarbamoyl)-6-oxo-1,6-di-Hydropyridine-3-carboxamido)cyclopropyl)acetic acid tert-butyl ester C(C)(C)(C)OC(C[C@H]1[C@@H](C1)NC(=O)C1=CN(C(C(=C1)C(NC)=O)=O)CC1=CC=CC=C1)=O |r|